O=S1(CCN(CC1)C(=O)N(C1=CC=CC=C1)CC1=NC=C(C(=O)OC)C=C1)=O Methyl 6-((1,1-dioxido-N-phenylthiomorpholine-4-carboxamido)methyl)nicotinate